sodium trifluorobenzoate FC1=C(C(=C(C(=O)[O-])C=C1)F)F.[Na+]